C(=C=C)C1(CCOCC1)O 4-(Propa-1,2-dien-1-yl)tetrahydro-2H-pyran-4-ol